N-boc-4-aminobenzyl alcohol C(=O)(OC(C)(C)C)NC1=CC=C(CO)C=C1